FC(C1=NN=C(O1)C1=CC=C(C=C1)[C@H](CCC)N1N=NC(=C1)C=1C=CC(=NC1)N)F (S)-5-(1-(1-(4-(5-(difluoromethyl)-1,3,4-oxadiazol-2-yl)phenyl)butyl)-1H-1,2,3-triazol-4-yl)pyridin-2-amine